1,2,4,5-Cyclohexanetetracarboxylic dianhydride C1C2C(CC3C1C(=O)OC3=O)C(=O)OC2=O